FC(CCC(=O)C1=CC=CC=C1)(F)F 3-(trifluoromethyl)propiophenone